4-pentyloxy-carbonyl-5'-deoxy-5-fluorocytidine C(CCCC)OC(=O)C1(NC(N([C@H]2[C@H](O)[C@H](O)[C@@H](C)O2)C=C1F)=O)N